β-alanylamide NCCC(=O)[NH-]